N-(3-phenylpyrrolidin-3-yl)-4-(trifluoromethoxy)benzene-sulfonamide C1(=CC=CC=C1)C1(CNCC1)NS(=O)(=O)C1=CC=C(C=C1)OC(F)(F)F